ClC1=NC(=CC=C1)\C=C\S(=O)(=O)C1=C(C=CC=C1)Cl (E)-2-chloro-6-(2-(2-chlorophenylsulfonyl)vinyl)pyridine